COC(=O)C1N(C2CCC1C2)C(=O)OC(C)(C)C.C(CCCCCCC\C=C/CCCCCCCC)OCC(CN2CCN(CC2)C)OCCCCCCCC\C=C/CCCCCCCC 1,2-dioleyloxy-3-(N-methylpiperazino)propane Methyl-2-(tert-Butoxycarbonyl)-2-azabicyclo[2.2.1]heptane-3-carboxylate